3,5-dihexyl-5-methyl-2-pyrazoline C(CCCCC)C1=NNC(C1)(C)CCCCCC